C(#N)[C@H]1N(CC(C1)(F)F)C(CNC(=O)C1=CC=NC2=CC=C(C=C12)B(O)O)=O (S)-4-(2-(2-cyano-4,4-difluoropyrrolidin-1-yl)-2-oxoethyl-carbamoyl)quinolin-6-ylboronic acid